C(C)(C)(C)[Si](OCC(=C)CB1OC(C(O1)(C)C)(C)C)(C)C tert-butyldimethyl-((2-((4,4,5,5-tetramethyl-1,3,2-dioxaborolan-2-yl)methyl)allyl)oxy)silane